tert-butyl(2-((2-((2-(trifluoromethoxy) benzamido) methyl) pyrazolo[1,5-c]quinazolin-5-yl) thio) ethyl) carbamate C(N)(OCC(SC1=NC=2C=CC=CC2C=2N1N=C(C2)CNC(C2=C(C=CC=C2)OC(F)(F)F)=O)C(C)(C)C)=O